NC(CCN(C(C(F)Cl)=O)NC(=O)[C@H](CC(C)C)NC(=O)C=1N=C2N(C=CC=C2)C1)=O |r| N-[rac-(1S)-1-[[(3-amino-3-oxo-propyl)-(2-chloro-2-fluoro-acetyl)amino]carbamoyl]-3-methyl-butyl]imidazo[1,2-a]pyridine-2-carboxamide